3-[3-(5-methoxy-1,3-benzothiazol-6-yl)-1H-pyrrolo[2,3-b]pyridin-6-yl]-1-[2-(piperazin-1-yl)ethyl]urea COC=1C(=CC2=C(N=CS2)C1)C1=CNC2=NC(=CC=C21)NC(NCCN2CCNCC2)=O